1-(3-bromo-5-fluorophenyl)-3-(5-fluoro-2-hydroxymethylphenyl)urea BrC=1C=C(C=C(C1)F)NC(=O)NC1=C(C=CC(=C1)F)CO